6-(Cyclopropanecarboxamido)-4-((5-isopropyl-4-oxo-4,5-dihydrothieno[2,3-d]pyridazin-3-yl)amino)nicotinic acid C1(CC1)C(=O)NC1=NC=C(C(=O)O)C(=C1)NC1=CSC=2C=NN(C(C21)=O)C(C)C